O=C1OCC(CN1)C(=O)OCC ethyl 2-oxo-1,3-oxazinane-5-carboxylate